CC1(CC(C23C1CCC(CCC2)(C3)C)OCCCCCC)C ((1,1,7-trimethyldecahydro-3a,7-methanocyclopenta[8]annulen-3-yl)oxy)hexan